(E)-3,7-dimethylocta-2,6-dien-1-yl but-2-enoate (GERANYL CROTONATE) C(\C=C(/C)\CCC=C(C)C)/C(/C(=O)O)=C\C.C(C=CC)(=O)OC\C=C(\CCC=C(C)C)/C